3-(6-methoxy-5-(trifluoromethyl)pyridin-3-yl)butyric acid COC1=C(C=C(C=N1)C(CC(=O)O)C)C(F)(F)F